FC1=C(C=C(C=C1)[N+](=O)[O-])S(=O)(=O)NC1=C(C=CC=C1)C 2-fluoro-5-nitro-N-(o-tolyl)benzenesulfonamide